N-Boc-dimethylaminopropylamine C(=O)(OC(C)(C)C)NCCCN(C)C